N(N)C(=O)OCC(=C(F)F)C1=CC2=CC=CC=C2C=C1 1-(3,3-difluoro-2-(naphthalene-2-yl) allyl) hydrazine-1-carboxylate